N-((3R,6S)-6-((2-(5-(2-((3R,5R)-3,5-Dimethylmorpholine-4-carbonyl)-4-fluorophenoxy)pyrimidin-4-yl)-2,7-diazaspiro[3.5]nonan-7-yl)methyl)tetrahydro-2H-pyran-3-yl)azetidine-1-sulfonamide C[C@H]1N([C@@H](COC1)C)C(=O)C1=C(OC=2C(=NC=NC2)N2CC3(C2)CCN(CC3)C[C@@H]3CC[C@H](CO3)NS(=O)(=O)N3CCC3)C=CC(=C1)F